CC1=NC2=CC=C(C=C2C(=C1)C1=CC2=CC=CC=C2C=C1)C(=O)OC(C)(C)C tert-butyl 2-methyl-4-(naphthalen-2-yl)quinoline-6-carboxylate